1-(pyridin-2-ylmethyl)-3-(phenylethynyl)-4-(4-(trifluoromethyl)phenyl)-1H-pyrrole-2,5-dione N1=C(C=CC=C1)CN1C(C(=C(C1=O)C1=CC=C(C=C1)C(F)(F)F)C#CC1=CC=CC=C1)=O